Methyl (S)-5-hydroxy-7-(trimethylsilyl)hept-6-ynoate O[C@@H](CCCC(=O)OC)C#C[Si](C)(C)C